((6-(Difluoromethoxy)-2-(2,2'-dimethyl-3'-(5-(pyrrolidin-1-yl-methyl)-6-(trifluoromethyl)benzo[d]oxazol-2-yl)-[1,1'-biphenyl]-3-yl)benzo[d]oxazol-5-yl)methyl)-L-proline FC(OC1=CC2=C(N=C(O2)C=2C(=C(C=CC2)C2=C(C(=CC=C2)C=2OC3=C(N2)C=C(C(=C3)C(F)(F)F)CN3CCCC3)C)C)C=C1CN1[C@@H](CCC1)C(=O)O)F